Oleoyl-L-leucine C(CCCCCCC\C=C/CCCCCCCC)(=O)N[C@@H](CC(C)C)C(=O)O